C(C)C=1C(NC2=C(N1)C=NC=C2)=O 3-Ethylpyrido[3,4-b]pyrazin-2(1H)-one